4-bromo-6-fluoro-3-methyl-2,3-dihydro-1H-indene-5-carbaldehyde BrC1=C2C(CCC2=CC(=C1C=O)F)C